ClC1=C(OC2CCNCC2)C=CC=C1C(F)(F)F 4-[2-Chloro-3-(trifluoromethyl)phenoxy]piperidine